CC1=NC(=CC(=C1)OCCN(C)CCOC1=CC(=NC(=C1)C)C)C 2-((2,6-dimethylpyridin-4-yl)oxy)-N-(2-((2,6-dimethylpyridin-4-yl)oxy)ethyl)-N-methylethan-1-amine